N1-((S)-1-(((S)-7-amino-2-oxo-1-(2,3,5,6-tetrafluorophenoxy)heptan-3-yl)amino)-4-methyl-1-oxopentan-2-yl)-N2-(2-fluorophenyl)oxalamide NCCCC[C@@H](C(COC1=C(C(=CC(=C1F)F)F)F)=O)NC([C@H](CC(C)C)NC(C(=O)NC1=C(C=CC=C1)F)=O)=O